3-(6-(4-((3-azaspiro[5.5]undecan-9-yl)methyl)piperazin-1-yl)-1-methyl-1H-indazol-3-yl)piperidine-2,6-dione bis(trifluoroacetate) FC(C(=O)O)(F)F.FC(C(=O)O)(F)F.C1CNCCC12CCC(CC2)CN2CCN(CC2)C2=CC=C1C(=NN(C1=C2)C)C2C(NC(CC2)=O)=O